4-[3-[2,6-dichloro-4-(3,3-dimethoxyazetidin-1-yl)benzoyl]-2,4-dihydro-1,3-benzoxazin-8-yl]-2-(3-oxa-8-azabicyclo[3.2.1]octan-8-yl)benzoic acid hydrate O.ClC1=C(C(=O)N2COC3=C(C2)C=CC=C3C3=CC(=C(C(=O)O)C=C3)N3C2COCC3CC2)C(=CC(=C1)N1CC(C1)(OC)OC)Cl